N(C1=CC=CC=C1)C1=CC=C(C=C1)C=1C(=O)NC(C1)=O (4-anilinophenyl)maleimide